(S)-N-(3-chloro-2,4-difluorophenyl)-N-Methyl-2-oxo-3-(7-oxo-4-(trifluoromethyl)-6,7-dihydro-5H-cyclopenta[b]pyridin-2-yl)imidazolidine-4-Formamide ClC=1C(=C(C=CC1F)N(C(=O)[C@H]1N(C(NC1)=O)C1=CC(=C2C(=N1)C(CC2)=O)C(F)(F)F)C)F